[C@H]12N(C[C@H](C=C1)C2)C(=O)OCC2=CC=CC=C2 (1R,4S)-Benzyl 2-azabicyclo[2.2.1]hept-5-ene-2-carboxylate